5-(bromomethyl)-4-chloro-1-methyl-1H-pyrazole BrCC1=C(C=NN1C)Cl